1-(5-chloro-3-fluoropyridin-2-yl)-3-(3-hydroxybicyclo[1.1.1]pentan-1-yl)-4-(4-(trifluoromethyl)benzyl)piperazine-2,5-dione ClC=1C=C(C(=NC1)N1C(C(N(C(C1)=O)CC1=CC=C(C=C1)C(F)(F)F)C12CC(C1)(C2)O)=O)F